C(CCCCCCCCC)(=O)N[C@@H]([C@H](O)C)C(=O)O N-decanoyl-L-threonine